methyl 4-cyano-3-fluoro-5-methoxybenzoate C(#N)C1=C(C=C(C(=O)OC)C=C1OC)F